C(C1=CC=CC=C1)(=O)[C@H]1[C@@H](C12C(C1=CC=CC=C1C2=O)=O)C2=CC(=CC=C2)Cl (2S,3R)-2-benzoyl-3-(m-chlorophenyl)spiro[cyclopropane-1,2'-indene]-1',3'-dione